8-chloro-4-(((R)-1-phenylpropyl)amino)-6-(((S)-pyridin-3-yl(1-((R)-1,1,1-trifluoropropan-2-yl)-1H-1,2,3-triazol-4-yl)methyl)amino)quinoline-3-carbonitrile ClC=1C=C(C=C2C(=C(C=NC12)C#N)N[C@H](CC)C1=CC=CC=C1)N[C@H](C=1N=NN(C1)[C@@H](C(F)(F)F)C)C=1C=NC=CC1